(E)-3-(5-(4-((1-(3-(4-(1-(4-hydroxyphenyl)-2-phenylbut-1-en-1-yl)phenyl)propyl)piperidin-4-yl)methyl)piperazin-1-yl)-1-oxoisoindolin-2-yl)piperidine-2,6-dione OC1=CC=C(C=C1)\C(=C(/CC)\C1=CC=CC=C1)\C1=CC=C(C=C1)CCCN1CCC(CC1)CN1CCN(CC1)C=1C=C2CN(C(C2=CC1)=O)C1C(NC(CC1)=O)=O